5'-O-(4,4'-dimethoxytrityl)-N2-isobutyryldeoxyguanosine-3'-yl 2-((3,4,5-tris(octadecyloxy)benzoyl)oxy)acetate C(CCCCCCCCCCCCCCCCC)OC=1C=C(C(=O)OCC(=O)O[C@@]2(C[C@@H](O[C@@H]2COC(C2=CC=C(C=C2)OC)(C2=CC=C(C=C2)OC)C2=CC=CC=C2)N2C=NC=3C(=O)NC(NC(C(C)C)=O)=NC23)O)C=C(C1OCCCCCCCCCCCCCCCCCC)OCCCCCCCCCCCCCCCCCC